S1C(=CC=C1)C1=NN=C(O1)N (thiophen-2-yl)-1,3,4-oxadiazol-2-amine